FC(C1=C(N=C(O1)C=1N(N=C(C1O)C)CC)C1=NC(=CC2=C1C=NN2C)C(=O)N)F 4-[5-(difluoromethyl)-2-(2-ethyl-4-hydroxy-5-methyl-pyrazol-3-yl)oxazol-4-yl]-1-methyl-pyrazolo[4,3-c]pyridine-6-carboxamide